(±)-cis-2-((3-(4-chlorobenzyl)-4-((4-((6-fluoropyridin-2-yl)oxy)phenyl)imino)-2,6-dioxo-1,3,5-triazin-1-yl)methyl)cyclopropan-1-carboxylic acid ClC1=CC=C(CN2C(N(C(NC2=NC2=CC=C(C=C2)OC2=NC(=CC=C2)F)=O)C[C@@H]2[C@@H](C2)C(=O)O)=O)C=C1 |r|